Ammonium Dibutyl Sulfosuccinate S(=O)(=O)(O)C(C(=O)OCCCC)CC(=O)OCCCC.[NH4+]